5-(1-benzofuran-6-yl)-2,4-dimethoxypyrimidine O1C=CC2=C1C=C(C=C2)C=2C(=NC(=NC2)OC)OC